2-(1-methyl-4-((4-(5-methylpyrazolo[1,5-a]pyridin-6-yl)piperidin-1-yl)sulfonyl)-1H-pyrazol-5-yl)acetonitrile CN1N=CC(=C1CC#N)S(=O)(=O)N1CCC(CC1)C=1C(=CC=2N(C1)N=CC2)C